O1C(COC2=C1C=CC=C2)COC2=NC(N1C(C3=CC=C(C=C3CC1)OCC#N)=C2)=O [2-(2,3-Dihydro-benzo[1,4]dioxin-2-ylmethoxy)-4-oxo-6,7-dihydro-4H-pyrimido[6,1-a]isoquinolin-9-yloxy]-acetonitrile